OC(C(=O)[O-])CCCC.[K+] potassium hydroxyhexanoate